(R)-3-methyl-5-(8-methyl-7-(methylsulfonyl)-5,6,7,8-tetrahydroimidazo[1,5-a]pyrazin-3-yl)-1,2,4-thiadiazole CC1=NSC(=N1)C1=NC=C2N1CCN([C@@H]2C)S(=O)(=O)C